ClC1=CC=NC=C1 (RS)-4-Chloro-pyridin